FC1=C(C(=CC2=C1N=CS2)F)NC2=C1C(=NC=C2)SC(=C1)C=1[C@H](NCCC1)C (R)-4,6-difluoro-N-(2-(2-methyl-1,2,5,6-tetrahydropyridin-3-yl)thieno[2,3-b]pyridin-4-yl)benzo[d]thiazol-5-amine